distearoyl-S-glyceryl-cysteine C(CCCCCCCCCCCCCCCCC)(=O)N([C@@H](CSCC(O)CO)C(=O)O)C(CCCCCCCCCCCCCCCCC)=O